7-bromo-5-formyl-3,4-dihydro-1H-isoquinoline-2-carboxylic acid tert-butyl ester C(C)(C)(C)OC(=O)N1CC2=CC(=CC(=C2CC1)C=O)Br